C12CN(CC(N1)C2)C=2C=C1CN(C(C1=CC2)=O)C2C(NC(CC2)=O)=O 3-(5-(3,6-diazabicyclo[3.1.1]heptan-3-yl)-1-oxoisoindolin-2-yl)piperidine-2,6-dione